C(#N)C(C(=O)OCC)C(C(=O)OCC)CCC(C)C diethyl 2-cyano-3-isopentylsuccinate